C(=CC)CCOCCCCCCCC 1-propenyl-2-octyloxyethane